4-methoxyspiro[1,2-dioxacyclobutane-3,2'-tricyclo[3.3.1.13,7]decane] COC1OOC12C1CC3CC(CC2C3)C1